Cl.Cl.C(C)(=O)O acetic acid dihydrochloride